OC1=C(C(=O)C2=C(C=C(C=C2)OC)CC)C=CC(=C1)OC 2-hydroxy-4,4'-dimethoxy-2'-ethylbenzophenone